ethyl (E)-2-(3-methoxyprop-1-en-1-yl)pyrazolo[5,1-b]thiazole-7-carboxylate COC/C=C/C1=CN2C(S1)=C(C=N2)C(=O)OCC